The molecule is a steroid acid isolated from the roots of Breynia fruticosa. It has a role as a plant metabolite. It is a steroid acid, a hydroxy monocarboxylic acid, a 3alpha-hydroxy steroid and a steroid aldehyde. CC(=C)[C@@H]1CC[C@]2([C@H]1[C@H]3CC[C@H]4[C@]([C@@]3(CC2)C)(CC[C@@H]5[C@@]4([C@@H]([C@H](C5(C)C)O)C=O)C)C)C(=O)O